C(C)(C)(C)[C@H]1CC=2C(=NNC2CC1)C(=O)N[C@@H]1C(N(C2=C(OC1)C=CC=C2)C)=O (R)-5-(tert-butyl)-N-((S)-5-methyl-4-oxo-2,3,4,5-tetrahydrobenzo[b][1,4]oxazepin-3-yl)-4,5,6,7-tetrahydro-1H-indazole-3-carboxamide